2-phenyl-9H-fluorenone C1(=CC=CC=C1)C1C(C=2CC3=CC=CC=C3C2C=C1)=O